methyl 6-bromo-2-[3-(hydroxymethyl)azetidin-1-yl]-1,3-benzothiazole-5-carboxylate BrC1=CC2=C(N=C(S2)N2CC(C2)CO)C=C1C(=O)OC